monosodium ferric pyrophosphate [O-]P([O-])(=O)OP(=O)([O-])[O-].[Fe+3].[Na+]